8-fluoro-7-methoxyisoquinoline-6-carboxamide FC=1C(=C(C=C2C=CN=CC12)C(=O)N)OC